C1=CC(=CC2=NC(=CC3=CC=C(N3)/C=C\4/C=CC(=N4)C#N)C=C2)N=C1 cyanobilin